(hydroxymethyl)-aminomethan OCCN